[C@H]12[C@@H](C[C@H](CC1)C2)CC(=O)NN2C(C1=CC=CC=C1C(=N2)C2CCC2)=O 2-[(1S,2S,4R)-bicyclo[2.2.1]hept-2-yl]-N-(4-cyclobutyl-1-oxophthalazin-2(1H)-yl)acetamide